benzyl (3R)-3-(hydroxymethyl)-3-methoxy-pyrrolidine-1-carboxylate OC[C@@]1(CN(CC1)C(=O)OCC1=CC=CC=C1)OC